(4-{[2-(4-fluorophenyl)imidazo[1,2-a]pyridine-3-yl]methyl}piperazin-1-yl)(cyclobutyl)methanone FC1=CC=C(C=C1)C=1N=C2N(C=CC=C2)C1CN1CCN(CC1)C(=O)C1CCC1